2-((3-methyl-4-(4,4,5,5-tetramethyl-1,3,2-dioxaborolan-2-yl)phenyl)amino)-1-(2-methylthiazol-4-yl)-2-oxoethyl acetate C(C)(=O)OC(C(=O)NC1=CC(=C(C=C1)B1OC(C(O1)(C)C)(C)C)C)C=1N=C(SC1)C